FC=1C(=NC(=NC1)NC1=CC=C(C=C1)OCCOC)NCCCCC(=O)NO 5-((5-fluoro-2-((4-(2-methoxyethoxy)phenyl)amino)pyrimidin-4-yl)amino)-N-hydroxypentanamide